C(C)(C)(C)OC(=O)N1CC(C1)COS(=O)(=O)C 3-(methylsulfonyloxymethyl)azetidine-1-carboxylic acid tert-butyl ester